Tert-Butyl 3-[4-(1-cyanocyclopropyl)phenyl]azetidine-1-carboxylate C(#N)C1(CC1)C1=CC=C(C=C1)C1CN(C1)C(=O)OC(C)(C)C